COC=1C=C(C=CC1OC)NC=1N=CC2=C(N1)C(=CS2)C=2C(=NC(=CC2)OC)OC N-(3,4-dimethoxyphenyl)-7-(2,6-dimethoxypyridin-3-yl)thieno[3,2-d]-pyrimidine-amine